C(CCCCCCCCCCC)NC(=O)C=1NC(=C(N1)C(=O)N)CCCCCCCCCCCC dilaurylimidazoldiamide